NC1=C(C(NC2=C(C=CC=C12)C1=C(C=CC(=C1)OCC1=NC=C(C=C1)C(F)(F)F)F)=O)C(=O)NCCC 4-amino-8-[2-fluoro-5-[[5-(trifluoromethyl)-2-pyridinyl]methoxy]phenyl]-2-oxo-N-propyl-1H-quinoline-3-carboxamide